4-(1-hydroxy-2-oxo-2-(thiazol-4-ylamino)ethyl)-2-methylbenzoic acid OC(C(NC=1N=CSC1)=O)C1=CC(=C(C(=O)O)C=C1)C